2-[(6-ethyl-4-phenylquinolin-2-yl)oxy]acetic acid C(C)C=1C=C2C(=CC(=NC2=CC1)OCC(=O)O)C1=CC=CC=C1